CNC(=O)C1=NC=CN=C1 N-methylpyrazine-2-carboxamide